3-(4-fluorophenyl)-5-methyl-isoxazole-4-carboxylic acid FC1=CC=C(C=C1)C1=NOC(=C1C(=O)O)C